CN1C(C(=C(C2=CC(=CC=C12)C)N1CCC(CC1)(C=1OC2=C(N1)C=CC(=C2)C)C)C#N)=O 1,6-Dimethyl-4-[4-methyl-4-(6-methyl-1,3-benzooxazol-2-yl)piperidin-1-yl]-2-oxo-1,2-dihydro-quinoline-3-carbonitrile